butyl 2-((2-(6-oxo-2-phenyl-5-(3-phenylpropanamido)pyrimidin-1(6H)-yl)acetamido)methyl)-1H-pyrrolo[3,2-c]pyridine-1-carboxylate O=C1C(=CN=C(N1CC(=O)NCC1=CC=2C=NC=CC2N1C(=O)OCCCC)C1=CC=CC=C1)NC(CCC1=CC=CC=C1)=O